FC=1C=C(C(=O)NC2=CN(C(C=C2)=O)C2=CC=CC=C2)C=CC1 3-fluoro-N-(6-oxo-1-phenyl-1,6-dihydropyridin-3-yl)benzamide